3-{2-[3-{[(6-methanesulfonyl-5-methylpyridin-3-yl)oxy]methyl}-4-methylpyrrolidin-1-yl]ethyl}benzonitrile CS(=O)(=O)C1=C(C=C(C=N1)OCC1CN(CC1C)CCC=1C=C(C#N)C=CC1)C